O=C1NC(CCC1N1CC2=CC=C(C=C2C1)F)=O 2-(2,6-dioxopiperidin-3-yl)-5-fluoroisoindoline